ClC=1C=CC(=C(C1)S(=O)(=O)NC1=CC=C(C=C1)C1=NC(=C2C(=N1)NN=C2C)O[C@H]2[C@H](CN(CC2)CC)F)F 5-chloro-N-[4-(4-{[(3S,4R)-1-ethyl-3-fluoropiperidin-4-yl]oxy}-3-methyl-1H-pyrazolo[3,4-d]pyrimidin-6-yl)phenyl]-2-fluorobenzenesulfonamide